(S)-4-(dimethylamino)-4-oxobutan-2-ylcarbamic acid tert-butyl ester C(C)(C)(C)OC(N[C@@H](C)CC(=O)N(C)C)=O